(S)-3-(Hydroxymethyl)-4-(3-((S)-2-((6-oxo-5-(trifluoromethyl)-1,6-dihydropyridazine-4-yl)amino)propoxy)propionyl)piperazine-1-carboxylate OC[C@@H]1CN(CCN1C(CCOC[C@H](C)NC=1C=NNC(C1C(F)(F)F)=O)=O)C(=O)[O-]